ethyl (E)-(3-(4-ethoxyphenyl)acryloyl)-L-valinate C(C)OC1=CC=C(C=C1)/C=C/C(=O)N[C@@H](C(C)C)C(=O)OCC